2H-benzo[e][1,2,4]thiadiazine-1,1-dioxide S1(NC=NC2=C1C=CC=C2)(=O)=O